FC1=NN(C=C1)C1=CC=C2C(=N1)N(C(=N2)C2=CC=CC=C2)C=2C=C1CC[C@@H](C1=CC2)N (S)-5-(5-(3-fluoro-1H-pyrazol-1-yl)-2-phenyl-3H-imidazo[4,5-b]pyridin-3-yl)-2,3-dihydro-1H-inden-1-amine